5-(3-acetylbenzoyl)amino-3-(1-hexyl-1,2,3,6-tetrahydropyridin-4-yl)-1H-indole C(C)(=O)C=1C=C(C(=O)NC=2C=C3C(=CNC3=CC2)C=2CCN(CC2)CCCCCC)C=CC1